3-(7-(2-(4-(2-(cyclopropylamino)thiazole-5-carbonyl)piperazin-1-yl)-2-oxo-ethoxy)-1-methyl-1H-indazol-3-yl)piperidine-2,6-dione C1(CC1)NC=1SC(=CN1)C(=O)N1CCN(CC1)C(COC=1C=CC=C2C(=NN(C12)C)C1C(NC(CC1)=O)=O)=O